(3S,4S)-1-{4-[7-(aminocarbonyl)-2H-indazole-2-yl]benzyl}-3,4-difluoropyrrolidinium NC(=O)C1=CC=CC2=CN(N=C12)C1=CC=C(C[NH+]2C[C@@H]([C@H](C2)F)F)C=C1